N-methyl-trimethylsilylpyrrolidinium hexafluorophosphate F[P-](F)(F)(F)(F)F.C[N+]1(CCCC1)[Si](C)(C)C